3-(2,5-difluorophenyl)-4-((S)-10-methoxy-10-((4-(2-methoxyphenyl)-6-oxopyrimidin-1(6H)-yl)methyl)-7-azaspiro[4.5]decane-7-carbonyl)piperazine-1-carboxylate FC1=C(C=C(C=C1)F)C1CN(CCN1C(=O)N1CC2(CCCC2)[C@@](CC1)(CN1C=NC(=CC1=O)C1=C(C=CC=C1)OC)OC)C(=O)[O-]